sodium monostearamide C(CCCCCCCCCCCCCCCCC)(=O)N.[Na]